4-bromonaphthalene-1,8-diamine BrC1=CC=C(C2=C(C=CC=C12)N)N